(2R,5S)-2-(4-Fluoro-3-methoxy-phenyl)-5-methyl-piperidine FC1=C(C=C(C=C1)[C@@H]1NC[C@H](CC1)C)OC